6-cyclopropoxy-2-(4-(methylamino)cyclohexyl)-N-(pyrazolo[1,5-a]pyrimidin-3-yl)-2H-indazole-5-carboxamide C1(CC1)OC=1C(=CC2=CN(N=C2C1)C1CCC(CC1)NC)C(=O)NC=1C=NN2C1N=CC=C2